N-(5,6-Dimethoxy-benzothiazol-2-yl)-2-(4-ethanesulfonyl-phenyl)-2-(3-methyl-butoxy)-acetamide COC=1C(=CC2=C(N=C(S2)NC(C(OCCC(C)C)C2=CC=C(C=C2)S(=O)(=O)CC)=O)C1)OC